4-aminospiro[4.4]nonan-1-ol NC1CCC(C12CCCC2)O